2,2'-(7-(4-isothiocyanatobenzyl)-1,4,7-triazonane-1,4-diyl)diacetic acid N(=C=S)C1=CC=C(CN2CCN(CCN(CC2)CC(=O)O)CC(=O)O)C=C1